ClC(=O)OCCCCCCC(C)(C)C neodecyl chloroformate